6-[(3S,4S)-1-(4-fluorobenzyl)-4-methylpyrrolidin-3-yl]-1-(tetrahydro-2H-pyran-4-yl)-1,5-dihydro-4H-pyrazolo[3,4-d]pyrimidin-4-one FC1=CC=C(CN2C[C@H]([C@@H](C2)C)C=2NC(C3=C(N2)N(N=C3)C3CCOCC3)=O)C=C1